(S)-(5-(1-(difluoromethyl)-1H-pyrazol-4-yl)-1,3,4-oxadiazol-2-yl)(4-(4-fluorobenzo[d]thiazol-2-yl)-6,7-dihydro-1H-imidazo[4,5-c]pyridin-5(4H)-yl)methanone FC(N1N=CC(=C1)C1=NN=C(O1)C(=O)N1[C@@H](C2=C(CC1)NC=N2)C=2SC1=C(N2)C(=CC=C1)F)F